CC1=CC(=NC=C1C=O)C=O 4-METHYLPYRIDINE-2,5-DICARBALDEHYDE